ClC=1C=C(C=CC1F)C(N1C[C@@H](N(C[C@H]1C)C=1C=2N=C(N(C2N2C(N1)=NN=C2)C[C@H]2OCCC2)C)C)C2CC(C2)(F)F 4-((2S,5R)-4-((3-chloro-4-fluorophenyl)(3,3-difluorocyclobutyl)methyl)-2,5-dimethylpiperazin-1-yl)-2-methyl-1-(((S)-tetrahydrofuran-2-yl)methyl)-1H-[1,2,4]triazolo[3,4-b]purine